COC(=O)C1=NC(=C(N=C1)Cl)Cl 5,6-dichloropyrazine-2-carboxylic acid methyl ester